FC=1C=CC(=C2CC[C@H](C12)OC1=CC=C(C=C1)C(CC(=O)O)C#CC)C=1C=NC(=CC1)O[C@H]1COCC1 3-(4-(((R)-7-fluoro-4-(6-(((R)-tetrahydrofuran-3-yl)oxy)pyridine-3-yl)-2,3-dihydro-1H-inden-1-yl)oxy)phenyl)hex-4-ynoic acid